(2-di-tert-butylphosphino-2',4',6'-triisopropyl-1,1'-biphenyl-2-yl)palladium (II) C(C)(C)(C)P(C1(C(=CC=CC1)C1=C(C=C(C=C1C(C)C)C(C)C)C(C)C)[Pd+])C(C)(C)C